6-Ethylsulfonyl-1,3-dimethyl-5-[5-(trifluoromethylsulfinyl)-1,3-benzoxazol-2-yl]imidazo[4,5-b]pyridin-2-on C(C)S(=O)(=O)C=1C=C2C(=NC1C=1OC3=C(N1)C=C(C=C3)S(=O)C(F)(F)F)N(C(N2C)=O)C